N4-(benzo[d]oxazolin-2(3H)-one-5-yl)-N2-[2-(4-ethylpiperazin-1-yl)-3-trifluoromethylpyridine-5-yl]-5-methyl-2,4-pyrimidinediamine O1C(NC2=C1C=CC(=C2)NC2=NC(=NC=C2C)NC=2C=C(C(=NC2)N2CCN(CC2)CC)C(F)(F)F)=O